BrC=1C=C(N(N1)C)C=O 5-bromo-2-methylpyrazole-3-carbaldehyde